C[C@H]1N([C@H](CN(C1)C1=NC=C(C=N1)C(F)(F)F)C)C(=O)NC1CC2(CN(C2)CC=2C=NC=CC2)C1 (2R,6S)-2,6-dimethyl-N-[2-(pyridin-3-ylmethyl)-2-azaspiro[3.3]heptan-6-yl]-4-[5-(trifluoromethyl)pyrimidin-2-yl]piperazine-1-carboxamide